Natrium (S)-3-(3-(1,5-Dimethyl-4-oxido-2-oxo-1,2-dihydropyridin-3-yl)ureido)-3-(2'-methylbiphenyl-3-yl)propanoat CN1C(C(=C(C(=C1)C)[O-])NC(N[C@@H](CC(=O)[O-])C=1C=C(C=CC1)C1=C(C=CC=C1)C)=O)=O.[Na+].[Na+]